(R)-5-(7-chloro-10-(3-(4-chloro-3,5-dimethylphenoxy)propyl)-3-ethyl-1-oxo-6-(1,3,5-trimethyl-1H-pyrazol-4-yl)-3,4-dihydropyrazino[1,2-a]indol-2(1H)-yl)quinoline-8-carboxylic Acid ClC=1C=CC=2C(=C3N(C2C1C=1C(=NN(C1C)C)C)C[C@H](N(C3=O)C3=C1C=CC=NC1=C(C=C3)C(=O)O)CC)CCCOC3=CC(=C(C(=C3)C)Cl)C